C(C)OC1=CN=CC(=N1)C=1C=C2C(N(C(C2=CC1)=O)CC1=NC=CC(=C1)NS(=O)(=O)C1CC1)=O N-(2-[[5-(6-ethoxypyrazin-2-yl)-1,3-dioxoisoindol-2-yl]methyl]pyridin-4-yl)cyclopropanesulfonamide